tert-butyl 4-(11-ethyl-4-methyl-13-oxo-2,4,8,10-tetrazatricyclo[7.4.0.03,7]trideca-1(9),2,7,11-tetraen-12-yl)piperazine-1-carboxylate C(C)C=1NC=2N=C3CCN(C3=NC2C(C1N1CCN(CC1)C(=O)OC(C)(C)C)=O)C